COC=1C(=CC(=NC1)NC1=NC(=NN2C1=C(C(=C2)C2=NN(C=C2)C)C)C=2N(C=CN2)C)C N-(5-Methoxy-4-methylpyridin-2-yl)-5-methyl-2-(1-methyl-1H-imidazol-2-yl)-6-(1-methyl-1H-pyrazol-3-yl)pyrrolo[2,1-f][1,2,4]triazin-4-amine